C(CCCCCCCC)C(C(=O)O)(CCCC(=O)O)CCCCCCCCCCC.C(C=1C(C(=O)OCCCCCC(C)C)=CC=CC1)(=O)OCCCCCC(C)C diisooctyl phthalate nonyl-undecyl-adipate